5-[[2-[(2R,5S)-2-[2-[2-(dimethylamino)ethyl]-1,3-benzothiazol-5-yl]-5-methyl-1-piperidyl]-2-oxo-acetyl]amino]-2-methoxy-pyridine-3-carboxamide CN(CCC=1SC2=C(N1)C=C(C=C2)[C@@H]2N(C[C@H](CC2)C)C(C(=O)NC=2C=C(C(=NC2)OC)C(=O)N)=O)C